NC1=NC=CC(=C1)C1=C(NC2=C1C(N(C=C2)C)=O)C2=CC(=NC=C2)NC(C(C)C2=CC=C(C=C2)F)=O N-{4-[3-(2-Aminopyridin-4-yl)-5-methyl-4-oxo-4,5-dihydro-1H-pyrrolo[3,2-c]pyridin-2-yl]pyridin-2-yl}-2-(4-fluorophenyl)propanamid